CC=1C=C(C=CC1)P1(C=CCC1)=O 3-methyl-phenyl-2-phospholene-1-oxide